2-(4-(4-(2-(2-aminopyridin-3-yl)-3H-imidazo[4,5-b]pyridin-3-yl)benzyl)piperazin-1-yl)pyrimidine-4-carbonitrile NC1=NC=CC=C1C1=NC=2C(=NC=CC2)N1C1=CC=C(CN2CCN(CC2)C2=NC=CC(=N2)C#N)C=C1